tert-butyl ((1R,4R)-4-((2-oxo-4-(prop-2-yn-1-yl)piperazin-1-yl)methyl) cyclohexyl)carbamate O=C1N(CCN(C1)CC#C)CC1CCC(CC1)NC(OC(C)(C)C)=O